CC(=CC(=O)SCCNC(CCNC([C@@H](C(COP(OP(OC[C@@H]1[C@H]([C@H]([C@@H](O1)N1C=NC=2C(N)=NC=NC12)O)OP(=O)(O)O)(=O)O)(=O)O)(C)C)O)=O)=O)CC(=O)O 3-meth-ylglutaconyl-CoA